FC1=CC=C(C=N1)CN1N=CC(=C1)CNC1=NC=2N([C@H](C(NC2C(=N1)C)=O)C)C (S)-2-(((1-((6-fluoropyridin-3-yl)methyl)-1H-pyrazol-4-yl)methyl)amino)-4,7,8-trimethyl-7,8-dihydropteridin-6(5H)-one